C(C)(C)(C)C1=C(N=C2N1N=CC(=C2C(C)C)C(=O)OCC)C ethyl 3-tert-butyl-8-isopropyl-2-methylimidazo[1,2-b]pyridazine-7-carboxylate